1-propylbis-(3-hexyl)phosphine C(CC)P(C(CC)CCC)C(CC)CCC